S1C(=NC=C1)C1=CC=C(C=2N=C(OC21)N2CC1N(C(C2)C1)C(=O)OC(C)(C)C)C(C(F)(F)F)(C)O racemic-tert-butyl 3-(7-(thiazol-2-yl)-4-(1,1,1-trifluoro-2-hydroxypropan-2-yl)benzo[d]oxazol-2-yl)-3,6-diazabicyclo[3.1.1]heptane-6-carboxylate